(4-((2s,4r)-4-ethoxy-1-((5-methoxy-7-methyl-1H-indol-4-yl)methyl)piperidin-2-yl)benzoyl)serine C(C)O[C@H]1C[C@H](N(CC1)CC1=C2C=CNC2=C(C=C1OC)C)C1=CC=C(C(=O)N[C@@H](CO)C(=O)O)C=C1